N6-(((9H-fluoren-9-yl)methoxy)carbonyl)-N2-(3-(2-(2-methoxyethoxy)ethoxy)propanoyl)-L-lysine C1=CC=CC=2C3=CC=CC=C3C(C12)COC(=O)NCCCC[C@H](NC(CCOCCOCCOC)=O)C(=O)O